CC1=C(C=C(C=C1)C1=CC=C(C=C1)S(=O)(=O)N1CCN(CC1)C)N(C=1SC=C(N1)C1=NC(=CC(=N1)N)N)CCC 2-(2-((4-Methyl-4'-((4-methylpiperazin-1-yl)sulfonyl)-[1,1'-biphenyl]-3-yl)(propyl)amino)thiazol-4-yl)pyrimidine-4,6-diamine